BrC1=CC(=C2C=NN(C2=C1)C1OCCCC1)C=1N=NN(C1)CC=1N=C2N(C=C(C=C2)CN(C(OC(C)(C)C)=O)CC2CCC2)C1 tert-butyl ((2-((4-(6-bromo-1-(tetrahydro-2H-pyran-2-yl)-1H-indazol-4-yl)-1H-1,2,3-triazol-1-yl)methyl)imidazo[1,2-a]pyridin-6-yl)methyl)(cyclobutylmethyl)carbamate